Cl.O1COC2=C1C=CC(=C2)CC(C)NC 1-(1,3-benzodioxol-5-yl)-N-methyl-propan-2-amine hydrochloride